FC(CN1N=CC=2C1=NC(=CN2)N2C(C1(CC2)CCN(CC1)C(=O)OC(C)(C)C)=O)F tert-butyl 2-(1-(2,2-difluoroethyl)-1H-pyrazolo[3,4-b]pyrazin-6-yl)-1-oxo-2,8-diazaspiro[4.5]decane-8-carboxylate